3-Chloro-7-(trifluoromethoxy)[e]-[1,2,4]benzotriazine-1-oxide ClC=1N=[N+](C2=C(N1)C=CC(=C2)OC(F)(F)F)[O-]